C1=C(C=CC2=CC3=CC(=CC=C3C=C12)S(=O)(=O)O)S(=O)(=O)O 2,6-anthracenedisulfonic acid